1-cyclopropyl-5-(1-ethoxyvinyl)benzimidazole C1(CC1)N1C=NC2=C1C=CC(=C2)C(=C)OCC